FC(C1=NN=C2N1CCNC2)(F)F 3-(trifluoromethyl)5,6,7,8-tetrahydro[1,2,4]triazolo-[4,3-a]pyrazine